C1(=CC=C(C=C1)CC=O)C para-tolylacetaldehyde